CN(/C=C/C(=O)C1=C(C=C(C=C1)F)O)C (E)-3-(dimethylamino)-1-(4-fluoro-2-hydroxyphenyl)prop-2-en-1-one